CNC([S-])=S.[K+] Potassium methyldithiocarbamate salt